(S)-2-hydroxy-3-((S)-2-((1-(4-methoxybenzyl)-6-oxo-5-(trifluoromethyl)-1,6-dihydropyridazin-4-yl)amino)propoxy)propanoic acid O[C@H](C(=O)O)COC[C@H](C)NC=1C=NN(C(C1C(F)(F)F)=O)CC1=CC=C(C=C1)OC